ClC1=C(C=C2C=NN(C2=C1)C)\N=C\1/NC(N(C(N1CC1=C(C=C(C(=C1)F)F)F)=O)CC1=NN(C=N1)C)=O (6E)-6-[(6-chloro-1-methyl-1H-indazol-5-yl)imino]-3-[(1-methyl-1H-1,2,4-triazol-3-yl)methyl]-1-[(2,4,5-trifluorophenyl)methyl]-1,3,5-triazine-2,4-dione